NC1=C(C=NN1C=1C=NC(=CC1C)OC1=C(C=CC=C1F)F)C(=O)C1=CC=2C(=CC=3CCCNC3C2)N1 (5-amino-1-{6-[(2,6-difluorophenyl)oxy]-4-methylpyridin-3-yl}pyrazol-4-yl)(5,6,7,8-tetrahydro-1H-pyrrolo[2,3-g]quinolin-2-yl)methanone